FC1=CC=C(C=C1)C1=NN2C(CO[C@@H](C2)C(F)(F)F)=C1C1=C2C(=NC=C1)NN=C2 (S)-2-(4-fluorophenyl)-3-(1H-pyrazolo[3,4-b]pyridin-4-yl)-6-(trifluoromethyl)-6,7-dihydro-4H-pyrazolo[5,1-c][1,4]oxazine